2-cyclopropyl-9-methyl-spiro[benzo[c]chromene-6,1'-cyclobutane]-3,8-diol C1(CC1)C=1C=C2C3=C(C=C(C(=C3)C)O)C3(CCC3)OC2=CC1O